3-METHYL-DODECANE tert-butyl-((3-methyl-[1,2,4]triazolo[4,3-a]pyridin-7-yl)methyl)carbamate C(C)(C)(C)N(C(O)=O)CC1=CC=2N(C=C1)C(=NN2)C.CC(CC)CCCCCCCCC